C(#N)C1=CC(=C(N(C1=O)C)C)C1=C(C=NC(=C1)C)C(=O)OC methyl 5-cyano-1,2,6'-trimethyl-6-oxo-1,6-dihydro-[3,4'-bipyridine]-3'-carboxylate